butyric acid 3-(2-(ethyl (isopropyl) amino) ethyl)-1H-indol-4-yl ester C(C)N(CCC1=CNC2=CC=CC(=C12)OC(CCC)=O)C(C)C